OC(=O)C(F)(F)F.N[C@@H](C[C@H]1C(NCC1)=O)CO (S)-3-((S)-2-amino-3-hydroxypropyl)pyrrolidin-2-one TFA salt